C1(=CC=CC=C1)C1=CC=C(S1)C1(C=CCO1)C(F)(F)F 5-(5-phenylthiophen-2-yl)-5-(trifluoromethyl)furan